O(P([O-])(=O)OP(=O)([O-])OP(=O)([O-])[O-])C[C@H]1O[C@H]([C@@H]([C@@H]1O)O)N1C(N=C(C=C1)NC(C)=O)=O.[Na+].[Na+].[Na+].[Na+] sodium ((2R,3S,4R,5R)-5-(4-acetamido-2-oxopyrimidin-1(2H)-yl)-3,4-dihydroxytetrahydrofuran-2-yl)methyl triphosphate